(E)-5-(2-bromo-vinyl)uridine triphosphate P(O)(=O)(OP(=O)(O)OP(=O)(O)O)OC[C@@H]1[C@H]([C@H]([C@@H](O1)N1C(=O)NC(=O)C(=C1)\C=C\Br)O)O